[Si](C)(C)(C(C)(C)C)OCCN1N=C(C=C1)B1OC(C)(C)C(C)(C)O1 1-(2-((tert-butyldimethylsilyl)oxy)ethyl)-1H-pyrazole-boronic acid pinacol ester